(3-methyl-3H-imidazo[4,5-b]pyridin-6-yl)methanone CN1C=NC=2C1=NC=C(C2)C=O